FC=1C=C2C(=NC1)N(C=C2/C=C/C(=O)O)S(=O)(=O)C2=CC=C(C)C=C2 (E)-3-(5-fluoro-1-tosyl-1H-pyrrolo[2,3-b]pyridin-3-yl)acrylic acid